C(C)(C)(C)C1=CC=C(C=C1)C1=C2C=C(C(C2=CC=2C(CC(C12)(C)C)(C)C)[Si](C1C(=C(C(=C1C)C)C)C)(C)C)C (4-(4-(tert-butyl)phenyl)-2,5,5,7,7-pentamethyl-1,5,6,7-tetrahydro-s-indacenyl)dimethyl(2,3,4,5-tetramethylcyclopentadienyl)silane